3-fluoropiperidine hydrochloride Cl.FC1CNCCC1